FC=1C=C(C=CC1F)C1=NOC(=N1)C1CC2(C1)CCN(CC2)C(CC2=NON=C2C)=O 1-(2-(3-(3,4-difluorophenyl)-1,2,4-oxadiazol-5-yl)-7-azaspiro[3.5]nonan-7-yl)-2-(4-methyl-1,2,5-oxadiazol-3-yl)ethan-1-one